5-cyclopropyl-3-fluoro-2-(4-{[(3R)-1-(2-hydroxyethyl)piperidin-3-yl]amino}pyrido[3,4-d]pyridazin-1-yl)phenol C1(CC1)C=1C=C(C(=C(C1)O)C1=C2C(=C(N=N1)N[C@H]1CN(CCC1)CCO)C=NC=C2)F